3-(4-Methylbenzyl)-4,5,6,7-tetrahydrobenzo[d]thiazol-2(3H)-imine hydrogen bromide Br.CC1=CC=C(CN2C(SC3=C2CCCC3)=N)C=C1